C(#N)CCP(O[C@H]1[C@@H](O[C@@H]([C@H]1O)CO)N1C=NC=2C(=O)NC(NC(C(C)C)=O)=NC12)N(C(C)C)C(C)C 2'-O-((2-cyanoethyl)(diisopropylamino)phosphino)-N-isobutyrylguanosine